FC1=CC(=NC=C1)COC1=NN=C(S1)NC(C1=CN=C(C=C1C1=C(C=CC=C1)OC)C)=O N-(5-((4-fluoropyridin-2-yl)methoxy)-1,3,4-thiadiazol-2-yl)-4-(2-methoxyphenyl)-6-methylnicotinamide